N1(C=NC=C1)C1=CC=C(CN(C=2OC=C(N2)CN2CCN(CC2)C)CC2=CC(=CC=C2)OC)C=C1 N-(4-(1H-imidazol-1-yl)benzyl)-N-(3-methoxybenzyl)-4-((4-methylpiperazin-1-yl)methyl)oxazol-2-amine